C(C)(C)N(P(OCC(C#N)[C@@H]1[C@H](C2(CC2)[C@H](C1)N1C2=NC=NC(=C2N=C1)NC(C1=CC=CC=C1)=O)COC(C1=CC=CC=C1)(C1=CC=C(C=C1)OC)C1=CC=C(C=C1)OC)[O-])C(C)C (4R,5S,7S)-7-(6-benzamido-9H-purin-9-yl)-4-((bis(4-methoxyphenyl)(phenyl)methoxy)methyl)spiro[2.4]heptan-5-yl(2-cyanoethyl) diisopropylphosphoramidite